S-trityl-3-mercaptopropionic acid C(C1=CC=CC=C1)(C1=CC=CC=C1)(C1=CC=CC=C1)SCCC(=O)O